C(C)C=1N=CN(C1)C=1C=C(C=O)C=CC1 3-(4-ethyl-1H-imidazol-1-yl)benzaldehyde